3-[(tert-butoxycarbonyl)amino]bicyclo[1.1.1]pentane-1-carboxylic acid C(C)(C)(C)OC(=O)NC12CC(C1)(C2)C(=O)O